ClC=1C=C(C(=O)N2CC=3C(=NN4C3C(N(C[C@H]4CO)CC4=CC=C(C=C4)OC(F)F)=O)C[C@H]2C)C=CC1Cl (3R,7S)-2-(3,4-Dichlorobenzoyl)-9-(4-(difluoromethoxy)benzyl)-7-(hydroxymethyl)-3-methyl-1,2,3,4,8,9-hexahydropyrido[4',3':3,4]pyrazolo[1,5-a]pyrazin-10(7H)-one